ClC1=CC=C(S1)CNC1=CC(=NN1C(C(C)(C)C)=O)C1CN(CC1)C(CN1CCOCC1)=O 1-(5-{[(5-chlorothiophen-2-yl)methyl]amino}-3-{1-[2-(morpholin-4-yl)acetyl]pyrrolidin-3-yl}-1H-pyrazol-1-yl)-2,2-dimethylpropan-1-one